[(4-methoxyphenyl)methyl]-3'-(trifluoromethyl)spiro[1,3-dioxolane-2,4'-5,6-dihydrocyclopenta[c]pyrazole]-5'-ol COC1=CC=C(C=C1)CC1(C2(C=3C(=NNC3C(F)(F)F)C1)OCCO2)O